CN(C(OC(C)(C)C)=O)C[C@@H]1CCOC2=C(C=CC=C12)C1=C(C=NC=C1)C tert-butyl (R)-methyl((8-(3-methylpyridin-4-yl)chroman-4-yl)methyl)carbamate